5-bromo-4-((((3R,4S)-1,4-dimethylpyrrolidin-3-yl)oxy)methyl)-1-methyl-1H-pyrazole BrC1=C(C=NN1C)CO[C@H]1CN(C[C@@H]1C)C